ethenylidenecyclobutane C(=C)=C1CCC1